C1(C=CC(N1CCCON1C(CCC1=O)=O)=O)=O N-maleimidopropyloxysuccinimide